7-((2,3-Difluoro-benzyl)amino)-3,4,11,11a-tetrahydro-pyrimido[6',1':2,3]imidazo[5,1-c][1,4]thiazin-9(1H)-one-2,2-dioxide FC1=C(CNC2=NC(N3C(N4C(CS(CC4)(=O)=O)C3)=C2)=O)C=CC=C1F